fluorobenzo[d]-1,3-oxazepine FC=1OC=CC2=C(N1)C=CC=C2